(R)-1-(tert-butyldimethylsilyloxy)propan-2-one [Si](C)(C)(C(C)(C)C)OCC(C)=O